C(CCC)(=O)N[C@H](C(=O)OC(C)C)CCC(C=[N+]=[N-])=O Isopropyl (S)-2-butyramido-6-diazo-5-oxohexanoate